C1(CCC1)C1=NC=CC(=C1)C=1C=C(C=CC1)C=1N=C(SC1)NC(=O)[C@H]1N(CC1)C(=O)C=1C=CC2=C(S(CCOC2)(=O)=O)C1 (S)-N-(4-(3-(2-cyclobutylpyridin-4-yl)phenyl)thiazol-2-yl)-1-(1,1-dioxido-2,3-dihydro-5H-benzo[e][1,4]oxathiepine-8-carbonyl)azetidine-2-carboxamide